CC(CC[C@@H](C(=O)O)NCC1=CC=2CCCCC2C=C1)(C)C (2S)-5,5-dimethyl-2-{[(5,6,7,8-tetrahydronaphthalen-2-yl)methyl]amino}hexanoic acid